2,2'-azobis(2,4-dimethoxyvaleronitrile) N(=NC(C#N)(CC(C)OC)OC)C(C#N)(CC(C)OC)OC